C(C)(C)(C)OC(=O)NC(C(=O)O)CC(C)(C)C 2-((tert-Butoxycarbonyl)amino)-4,4-dimethylpentanoic acid